(1R,3S)-3-(((5-(3-((R)-1-(5-(azetidin-3-yloxy)-2-methylbenzamido)ethyl)phenyl)thiophen-2-yl)methyl)amino)cyclopentane-1-carboxylic acid N1CC(C1)OC=1C=CC(=C(C(=O)N[C@H](C)C=2C=C(C=CC2)C2=CC=C(S2)CN[C@@H]2C[C@@H](CC2)C(=O)O)C1)C